2-methacryloxyethylthio-5-n-hexylthio-1,3,4-thiadiazole C(C(=C)C)(=O)OCCSC=1SC(=NN1)SCCCCCC